tetradecane-5,8-diol CCCCC(CCC(CCCCCC)O)O